ClC1=CC(=C2C(=N1)N(C=C2)C2COC2)CN2C(CCC2)CF 6-chloro-4-((2-(fluoromethyl)pyrrolidin-1-yl)methyl)-1-(oxetan-3-yl)-1H-pyrrolo[2,3-b]pyridine